NC1=NC=2C=C(C(=CC2C2=C1C=NN2C)C(=O)N([C@@H]2COCC1=NC(=CC=C12)C(F)(F)F)C)Cl 4-amino-7-chloro-N,1-dimethyl-N-((5S)-2-(trifluoromethyl)-5,8-dihydro-6H-pyrano[3,4-b]pyridin-5-yl)-1H-pyrazolo[4,3-c]quinoline-8-carboxamide